2-((3,4-dichlorophenyl)amino)benzol ClC=1C=C(C=CC1Cl)NC1=CC=CC=C1